(R)-6-fluorochromane-2-carboxylic acid FC=1C=C2CC[C@@H](OC2=CC1)C(=O)O